C(C)(C)C1=NSC=N1 3-isopropyl-1,2,4-thiadiazole